2-cyclopropyl-N-(6-((6,7-dimethoxyquinolin-4-yl)oxy)pyridin-3-yl)-6-(4-fluorophenyl)-5-oxo-2,5-dihydropyridazine-4-carboxamide C1(CC1)N1N=C(C(C(=C1)C(=O)NC=1C=NC(=CC1)OC1=CC=NC2=CC(=C(C=C12)OC)OC)=O)C1=CC=C(C=C1)F